ClC=1C=2N(C=CC1)N=C(C2)[C@@H]2N(CCC1=C2N=CN1)C=1OC(=NN1)C1CCC1 (R)-2-(4-(4-chloropyrazolo[1,5-a]pyridin-2-yl)-6,7-dihydro-1H-imidazo[4,5-c]pyridin-5(4H)-yl)-5-cyclobutyl-1,3,4-oxadiazole